C(#N)C=1C=NN(C1)[C@H]1C[C@@H](N(CC1)C(=O)OCC1=CC=CC=C1)C1=CC=C(C=C1)C(=O)OC trans-benzyl 4-(4-cyano-1H-pyrazol-1-yl)-2-(4-(methoxycarbonyl)phenyl)piperidine-1-carboxylate